4-(4-(Cyclopropylmethoxy)-1-((5-methoxy-7-methyl-1H-indol-4-yl)methyl)piperidin-2-yl)-2-(methylamino)benzoic acid C1(CC1)COC1CC(N(CC1)CC1=C2C=CNC2=C(C=C1OC)C)C1=CC(=C(C(=O)O)C=C1)NC